2-methyl-4-[(4-methylsulfonylphenoxy)methyl]pyrrolidine CC1NCC(C1)COC1=CC=C(C=C1)S(=O)(=O)C